tert-butyl (2-(6-bromo-1-(3,3,3-trifluoropropyl)-1H-indol-3-yl)ethyl)(N,N-dimethylsulfamoyl)carbamate BrC1=CC=C2C(=CN(C2=C1)CCC(F)(F)F)CCN(C(OC(C)(C)C)=O)S(N(C)C)(=O)=O